1-(6-methoxy-1-methyl-1,3,4,9-tetrahydro-2H-pyrido[3,4-b]indol-2-yl)-2-(4-((6-methoxy-1-methyl-1,3,4,9-tetrahydro-2H-pyrido[3,4-b]indol-2-yl)methyl)-1H-1,2,3-triazol-1-yl)ethan-1-one COC=1C=C2C3=C(NC2=CC1)C(N(CC3)C(CN3N=NC(=C3)CN3C(C=1NC2=CC=C(C=C2C1CC3)OC)C)=O)C